OC1=CC=C(C=C2C(N(C(S2)=NN=C2C(NC3=CC=C(C=C23)Cl)=O)C2=CC(=CC=C2)Cl)=O)C=C1 3-(2-(5-(4-hydroxybenzylidene)-3-(3-chlorophenyl)-4-oxothiazolidin-2-ylidene)hydrazono)-5-chloro-1H-indol-2-one